ClC1=NC=C(C(=C1)C1=C(C=NC(=C1)C)C(=O)NC=1SC(=NN1)O[C@@H]1[C@H](OCC1)C)OC |r| rac-2'-Chloro-5'-methoxy-6-methyl-N-(5-(((2R,3S)-2-methyltetrahydrofuran-3-yl)oxy)-1,3,4-thiadiazol-2-yl)-(4,4'-bipyridine)-3-carboxamide